5-(2-ethyl-6-fluoroimidazo[1,2-a]pyrimidine-3-carbonyl)-2-hydroxybenzonitrile C(C)C=1N=C2N(C=C(C=N2)F)C1C(=O)C=1C=CC(=C(C#N)C1)O